FC(C=1C=C(C(=O)Cl)C=CC1)(F)F 3-trifluoromethyl-benzoyl Chloride